CN([C@@H](CO)C(=O)O)CCC methyl-propyl-serine